2-(2-Propylphenylimino)-4-(4-fluorophenyl)thiazole C(CC)C1=C(C=CC=C1)N=C1SC=C(N1)C1=CC=C(C=C1)F